OC(C(=O)[O-])(CCCCCCCCCCCCCCCC)O.[Mg+2].OC(C(=O)[O-])(CCCCCCCCCCCCCCCC)O magnesium bishydroxystearate